C(CCC)N(C(=O)NC1(CC(C1)(F)F)C(=O)O)[C@H](C)C1=CC(=C(C(=C1)OCC)C)OCC 1-({butyl-[(1R)-1-(3,5-diethoxy-4-methylphenyl)ethyl]carbamoyl}amino)-3,3-difluorocyclobutane-1-carboxylic acid